ClC1=CC=C(C=C1)C1=N[C@H](C=2N(C3=C1C(=C(S3)C)C)C(=NN2)C)CC(=O)NCCCN2CCN(CC2)C(=O)OC(C)(C)C (S)-tert-butyl 4-(3-(2-(4-(4-chlorophenyl)-2,3,9-trimethyl-6H-thieno[3,2-f][1,2,4]triazolo[4,3-a][1,4]diazepin-6-yl)acetamido)propyl)piperazine-1-carboxylate